4-(4-[3-Cyano-4-methoxypyrazolo[1,5-a]pyridin-6-yl]pyrazol-1-yl)piperidine-1-carbonitrile C(#N)C=1C=NN2C1C(=CC(=C2)C=2C=NN(C2)C2CCN(CC2)C#N)OC